4-benzoyl-2-methyl-3,4-dihydro-2H-benzo[b][1,4]thiazine-6-carboxylic acid C(C1=CC=CC=C1)(=O)N1C2=C(SC(C1)C)C=CC(=C2)C(=O)O